2-(4-nitrophenyl)acrylonitrile [N+](=O)([O-])C1=CC=C(C=C1)C(C#N)=C